pentamethylcyclopentadiene ruthenium(II) trifluoromethanesulfonate FC(S(=O)(=O)[O-])(F)F.[Ru+2].CC1C(=C(C(=C1C)C)C)C.FC(S(=O)(=O)[O-])(F)F